4-(3-bromo-4-methoxyphenyl)pent-4-en-1-ol BrC=1C=C(C=CC1OC)C(CCCO)=C